C(C)(C)(C)OC(=O)N1CC(OCC1)CCBr.CC1=CC(=CC=2NC(=NC21)C2=CC=C(N)C=C2)C 4-(4,6-dimethyl-1H-benzo[d]imidazol-2-yl)aniline tert-Butyl-2-(2-bromoethyl)morpholine-4-carboxylate